O=C1SC(C(N1)=O)=CC1=CC=C(OC2CCC(CC2)NC(=O)NC2=CC(=C(C=C2)OC(F)(F)F)F)C=C1 1-((1r,4r)-4-{4-[(2,4-dioxothiazolidin-5-ylidene)methyl]phenoxy}cyclohexyl)-3-[3-fluoro-4-(trifluoromethoxy)phenyl]urea